methyl 3-[(cyclopropylamino)methyl]-5-methoxy-4-nitrobenzoate C1(CC1)NCC=1C=C(C(=O)OC)C=C(C1[N+](=O)[O-])OC